C=C1CC[C@H](O)C/C1=C/C=C1\CCC[C@]2(C)[C@@H]([C@H](C)CCCC(C)C)CC[C@@H]12 dihydrocholesterol